2-(2,6-Dioxopiperidin-3-yl)-5-((6-(4-(5-methylquinoxalin-2-yl)-1H-pyrazol-1-yl)hexyl)amino)isoindoline-1,3-dione O=C1NC(CCC1N1C(C2=CC=C(C=C2C1=O)NCCCCCCN1N=CC(=C1)C1=NC2=CC=CC(=C2N=C1)C)=O)=O